C12(OCC(C1)C2)CO (2-oxabicyclo[2.1.1]hex-1-yl)methanol